CN1C(N(CCC1)CCCNC1=CC(=NC=C1C(F)(F)F)NC=1C(=NN(C1)C1CCN(CC1)C)C)=O 1-methyl-3-(3-((2-((3-methyl-1-(1-methylpiperidin-4-yl)-1H-pyrazol-4-yl)amino)-5-(trifluoromethyl)pyridin-4-yl)amino)propyl)tetrahydropyrimidin-2(1H)-one